FC1=CC=C(NC2=NN3C(O[C@@H](CC3)C)=C2C(=O)N[C@@H]2C(NC3=C(C(=N2)C2=CC=CC=C2)C=CC=C3F)=O)C=C1 (5R)-2-(4-Fluoroanilino)-N-[(3S)-9-fluoro-2-oxo-5-phenyl-1,3-dihydro-1,4-benzodiazepin-3-yl]-5-methyl-6,7-dihydro-5H-pyrazolo[5,1-b][1,3]oxazine-3-carboxamide